3-bromo-N,N-bis(4-methoxybenzyl)-6-methyl-5-nitropyridin-2-amine BrC=1C(=NC(=C(C1)[N+](=O)[O-])C)N(CC1=CC=C(C=C1)OC)CC1=CC=C(C=C1)OC